FC=1C=CC(=C2C(=NNC12)CCN(C)C)OC 2-(7-fluoro-4-methoxy-1H-indazol-3-yl)-N,N-dimethylethan-1-amine